BrC1=CC=C(C=N1)C=1N2C(OC1)=C(C=N2)C(=O)OCC ethyl 3-(6-bromopyridin-3-yl)pyrazolo[5,1-b]oxazole-7-carboxylate